ClC1=C(C(=CC=C1)Cl)C=1C(NC2=CC=C(C=C2C1)C1=CC=C(C=C1)N1CCN(CC1)C(C)C)=O 3-(2,6-dichlorophenyl)-6-{4-[4-(propan-2-yl)piperazin-1-yl]phenyl}-1,2-dihydroquinolin-2-one